NC=1C=C2CCC(NC2=C(C1)Cl)=O 6-amino-8-chloro-3,4-dihydro-1H-quinolin-2-one